NC=1C(=NC(=CC1Br)Cl)C(C)=O 1-(3-amino-4-bromo-6-chloropyridin-2-yl)ethanone